FC1=C(OC(=O)C2=CC(=C(C=C2)S(=O)(=O)O)O)C=CC=C1.C(C=C)(=O)OCCCCCCCCC[SiH2]Cl acryloxynonyl-chlorosilane 4-((2-fluorophenoxy)carbonyl)-2-hydroxybenzenesulfonate